CC1=C[C@H]2[C@@H]3CC[C@H](CC)[C@]3(CC[C@@H]2[C@]2(CCCC=C12)C)C 6-methyl-pregna-4,6-diene